ClC1=C(C=C2C=CC3=CC=CC4=CC=C1C2=C34)O 1-chloro-2-hydroxypyrene